FC1=C2C(=NC(=C1F)C)NC(=C2)C(=O)NC2CC[Si]1(CCCC1)CC2 4,5-difluoro-6-methyl-N-(5-silaspiro[4.5]decan-8-yl)-1H-pyrrolo[2,3-b]pyridine-2-carboxamide